FC=1C=CC2=C(NC(=N2)N2CC(C3=CC(=CC=C23)F)=O)C1C(=O)N 6-fluoro-2-((S)-5-fluoro-3-oxindol-1-yl)-1H-benzo[d]imidazole-7-carboxamide